ClC=1C=C(C=C2C(=C(C=NC12)C#N)NC1=C(C(=CC=C1)Cl)F)N[C@@H](C1=C(N=CS1)C)C=1N=NN(C1)C(C)C (R)-8-chloro-4-((3-chloro-2-fluorophenyl)amino)-6-(((1-isopropyl-1H-1,2,3-triazol-4-yl)(4-methylthiazol-5-yl)methyl)amino)quinoline-3-carbonitrile